ClC1=CC=C2C(=CC(=NC2=C1C(=O)[O-])C(=O)[O-])O 7-chloro-4-hydroxyquinoline-2,8-dicarboxylate